NCCCCCCS(=O)(=O)N1CCC(CC1)NC(OC(C)(C)C)=O Tert-butyl (1-((6-aminohexyl)sulfonyl)piperidin-4-yl)carbamate